C(C)(C)(C)OC(=O)N1C[C@](CC1)(C)C#CC1=C(C=C2C(=NC=NC2=C1)NC1=C(C(=CC=C1)Cl)F)[N+](=O)[O-] (S)-3-((4-((3-chloro-2-fluorophenyl)amino)-6-nitroquinazolin-7-yl)ethynyl)-3-methylpyrrolidine-1-carboxylic acid tert-butyl ester